propiolamide C(C#C)(=O)N